6-tert-butyl-5-(3,4-dichlorophenyl)-4-(4-fluorophenoxy)thieno[2,3-d]pyrimidine C(C)(C)(C)C1=C(C2=C(N=CN=C2OC2=CC=C(C=C2)F)S1)C1=CC(=C(C=C1)Cl)Cl